5-bromo-1,1,1-trifluoropentane BrCCCCC(F)(F)F